methyl 3-[bis(tert-butoxycarbonyl)amino]-6-[but-3-enyl(methyl)amino]-5-methylsulfonyl-pyridine-2-carboxylate C(C)(C)(C)OC(=O)N(C=1C(=NC(=C(C1)S(=O)(=O)C)N(C)CCC=C)C(=O)OC)C(=O)OC(C)(C)C